(+/-)-1-(5-chloro-fluoropyridin-2-yl)ethylamine ClC=1C=C(C(=NC1)[C@@H](C)N)F |r|